dibutyl-sulfosuccinic acid potassium salt [K+].C(CCC)C(C(C(=O)[O-])S(=O)(=O)[O-])(C(=O)[O-])CCCC.[K+].[K+]